CC(CC(=O)OC[C@H]1O[C@H]([C@]([C@@H]1OC(CC)=O)(C)F)N1C2=NC(=NC(=C2N=C1)NC)NC(CC)=O)C ((2R,3R,4R,5R)-4-fluoro-4-methyl-5-(6-(methylamino)-2-propionamido-9H-purin-9-yl)-3-(propionyloxy)tetrahydrofuran-2-yl)methyl 3-methylbutanoate